6-amino-5-hydroxypyrimidine NC1=C(C=NC=N1)O